[4-[1-(2-fluoro-1,1-dimethyl-ethyl)triazol-4-yl]phenyl]-[4-(5-methyloxazolo[4,5-b]pyridin-2-yl)piperazin-1-yl]methanone FCC(C)(C)N1N=NC(=C1)C1=CC=C(C=C1)C(=O)N1CCN(CC1)C=1OC=2C(=NC(=CC2)C)N1